5-phenyl-methyl-1,2,4-triazole C1(=CC=CC=C1)C1=NC(=NN1)C